OC=1C=C2CC[C@@H]([C@@H](C2=CC1)C1=CC=C(OCCCCNCC2=CC=C(COC=3C=CC=C4C(=NN(C34)C)C3C(NC(CC3)=O)=O)C=C2)C=C1)C1=CC=CC=C1 3-(7-((4-(((4-(4-((1R,2S)-6-hydroxy-2-phenyl-1,2,3,4-tetrahydronaphthalen-1-yl)phenoxy)butyl)amino)methyl)benzyl)oxy)-1-methyl-1H-indazol-3-yl)piperidine-2,6-dione